OC[C@@H]1N(C=2C(=CC=3C(N(CC3C2)[C@@H]2C(NC(CC2)=O)=O)=O)OC1)C (S)-3-((S)-3-(hydroxymethyl)-4-methyl-8-oxo-3,4,6,8-tetrahydro-[1,4]oxazino[2,3-f]isoindol-7(2H)-yl)piperidine-2,6-dione